cobalt-tin ammonia N.[Sn].[Co]